N-[4-(pentafluoro-λ6-sulfanyl)phenyl]-1-(4-{3-[(3S)-pyrrolidin-3-yl]-[1,2,4]triazolo[4,3-a]pyridin-6-yl}benzenesulfonyl)piperidin-4-amine FS(C1=CC=C(C=C1)NC1CCN(CC1)S(=O)(=O)C1=CC=C(C=C1)C=1C=CC=2N(C1)C(=NN2)[C@@H]2CNCC2)(F)(F)(F)F